tert-butyl 4,4-difluoro-8-[4-[(9S)-4,5,9,13-tetramethyl-3-thia-1,8,11,12-tetrazatricyclo[8.3.0.02,6]trideca-2(6),4,7,10,12-pentaen-7-yl]phenyl]-2,8-diazaspiro[4.5]decane-2-carboxylate FC1(CN(CC12CCN(CC2)C2=CC=C(C=C2)C=2C=1C(=C(SC1N1C(=NN=C1[C@@H](N2)C)C)C)C)C(=O)OC(C)(C)C)F